FC(OC=1C(=NC(=NC1SC)N)OC)F 5-(difluoromethoxy)-4-methoxy-6-methylsulfanyl-pyrimidin-2-amine